BrC=1C2=CN(N=C2C=CC1)CC(O)C1=CC(=C(C=C1)F)F 2-(4-bromo-2H-indazol-2-yl)-1-(3,4-difluorophenyl)ethan-1-ol